C=C1CC(C1)CNC(OC(C)(C)C)=O tert-butyl ((3-methylenecyclobutyl)methyl)carbamate